C(C)N1N=C(C(=C1)C1=NC(=NC=C1)NC1=CC=C(C=C1)S(=O)(=O)N(C1CCNCC1)C)C=1C=NC=CC1 4-((4-(1-Ethyl-3-(pyridin-3-yl)-1H-pyrazol-4-yl)pyrimidin-2-yl)amino)-N-methyl-N-(piperidin-4-yl)benzenesulfonamide